Cl.C(C(C)C)(=O)N1[C@H](CNC[C@H]1C)C(=O)NCC1=CC=C(C=C1)C1=NC=CC=N1 (2R,6R)-1-isobutyryl-6-methyl-N-(4-(pyrimidin-2-yl)benzyl)piperazine-2-carboxamide HCl